N1(CCCCC1)C(=O)C=1N=NN(C1)C1=C(C=CC=C1)C piperidin-1-yl-(1-(o-tolyl)-1H-1,2,3-triazol-4-yl)methanone